NC=1C(=C(C2=C(N(C(=N2)C)CC(F)(F)F)C1)C#N)C(=O)C1=C(C=CC(=C1)F)Cl 6-amino-5-[(2-chloro-5-fluorophenyl)carbonyl]-2-methyl-1-(2,2,2-trifluoroethyl)benzo[d]imidazole-4-carbonitrile